3-(4-(3-methoxyphenyl)piperazine-1-carbonyl)-5-(2,4,5-trifluoro-3-hydroxyphenyl)isoxazole-4-carbonitrile COC=1C=C(C=CC1)N1CCN(CC1)C(=O)C1=NOC(=C1C#N)C1=C(C(=C(C(=C1)F)F)O)F